phenyl[(naphthobenzofuranyl)phenyl]anthracene-d5 methyl-(6S,10R)-9-methyl-6,9,10,11-tetrahydro-2H-6,10-methanoazonino[4,5,6-cd]indole-7-carboxylate COC(=O)C1=CC2=C3C=4CN=C3C[C@H](C2C)C[C@@H]1N=CC4.C4(=CC=CC=C4)C=4C(=C1C(=C2C(=C(C(=C(C2=CC1=CC4)[2H])[2H])[2H])[2H])[2H])C4=C(C=CC=C4)C4=COC=1C4=CC=C4C1C=CC1=CC=CC=C14